isoamyl laurate (isopentyl laurate) C(CC(C)C)C(C(=O)O)CCCCCCCCCC.C(CCCCCCCCCCC)(=O)OCCC(C)C